2-benzylsulfanyl-4-fluoro-aniline C(C1=CC=CC=C1)SC1=C(N)C=CC(=C1)F